7-(1-methylcyclobutyl)-N-(thiophen-3-yl)quinoline-3,8-dicarboxamide CC1(CCC1)C1=CC=C2C=C(C=NC2=C1C(=O)N)C(=O)NC1=CSC=C1